(R)-N-(1-(2-methyl-3-(trifluoromethyl)phenyl)ethyl)-6-oxo-4-(piperidin-4-ylthio)-1-(tetrahydro-2H-pyran-4-yl)-1,6-dihydropyridine-3-carboxamide CC1=C(C=CC=C1C(F)(F)F)[C@@H](C)NC(=O)C1=CN(C(C=C1SC1CCNCC1)=O)C1CCOCC1